4-((2-(4-Amino-4-ethylpiperidin-1-yl)pyrido[2,3-b]pyrazin-6-yl)thio)-3-chloropyridin-2-amine NC1(CCN(CC1)C=1N=C2C(=NC1)N=C(C=C2)SC2=C(C(=NC=C2)N)Cl)CC